C(C)(C)(C)OC(NCC1=CC=C(C=C1)CNC1=C(C=NC2=CC=CC=C12)N)=O (4-(((3-aminoquinolin-4-yl)amino)methyl)benzyl)carbamic acid tert-butyl ester